FC=1C=C(C=C(C1F)F)CCC(=O)O 3-(3,4,5-trifluorophenyl)propionic acid